fluorophenyl-piperidone FC1C(N(CCC1)C1=CC=CC=C1)=O